1-oxopentane O=CCCCC